CO[C@H]1[C@]2(N3C4=CC=CC=C4C4=C5CNC(C5=C5C6=CC=CC=C6N([C@@H](C[C@H]1NC)O2)C5=C34)=O)C (2S,3R,4R,6R)-3-methoxy-2-methyl-4-(methylamino)-29-oxa-1,7,17-triazaoctacyclo[12.12.2.12,6.07,28.08,13.015,19.020,27.021,26]nonacosa-8,10,12,14,19,21,23,25,27-nonaen-16-one